C(C1=CC=CC=C1)N[C@@H]1C[C@@H](OC[C@@H]1F)COCC1=CC=CC=C1 |r| rac-(2R,4R,5R)-N-benzyl-2-((benzyloxy)methyl)-5-fluorotetrahydro-2H-pyran-4-amine